methyl N-(N-((allyloxy)carbonyl)-N-methyl-L-leucyl)-N-methyl-D-phenylalaninate C(C=C)OC(=O)N([C@@H](CC(C)C)C(=O)N([C@H](CC1=CC=CC=C1)C(=O)OC)C)C